C(CC(C(=O)O)N)CN=C(N)N.C(CC(=O)O)C(=O)C(=O)O creatine alpha-ketoglutarate